2-((5-carbamoyl-4'-fluoro-[1,1'-biphenyl]-2-yl)oxy)ethan-1-aminium chloride [Cl-].C(N)(=O)C=1C=CC(=C(C1)C1=CC=C(C=C1)F)OCC[NH3+]